C1(CCCC1)[C@@H](CC#N)N1N=CC=C1 (R)-3-cyclopentyl-3-(1H-pyrazol-1-yl)-propionitrile